1-({[(1R)-1-(3,5-Diethoxy-4-Methylphenyl)Ethyl][2-(2,3-Dihydro-1H-Inden-2-Yl)Ethyl]Carbamoyl}Amino)-3,3-Difluorocyclobutane-1-Carboxylic Acid C(C)OC=1C=C(C=C(C1C)OCC)[C@@H](C)N(C(=O)NC1(CC(C1)(F)F)C(=O)O)CCC1CC2=CC=CC=C2C1